tert-butyl ((1-(5-(aminomethyl)-2-(4-chloro-3-(trifluoromethyl)phenyl) pyrimidin-4-yl)pyrrolidin-3-yl)methyl)carbamate NCC=1C(=NC(=NC1)C1=CC(=C(C=C1)Cl)C(F)(F)F)N1CC(CC1)CNC(OC(C)(C)C)=O